N1=CN=C2N(C=NC2=C1[2H])CCC#N 3-(9H-purin-9-yl-6-d)propanenitrile